ClC=1C=C(CNC(C)C)C=CC1 N-(3-chlorobenzyl)propan-2-amine